trans-4-(3-(4-((dimethylamino)methyl)styryl)-1H-indazol-6-yl)-N-methylpyrimidin-2-amine CN(C)CC1=CC=C(/C=C/C2=NNC3=CC(=CC=C23)C2=NC(=NC=C2)NC)C=C1